C(C)(C)(C)OC(=O)N1[C@@H](CN([C@H](C1)C)C=1C2=C(N=CN1)N(C=C2C(C)(C)C)C2=NC=NC(=C2)C#N)C (2r,5s)-4-(5-(tert-butyl)-7-(6-cyanopyrimidin-4-yl)-7H-pyrrolo[2,3-d]pyrimidin-4-yl)-2,5-dimethylpiperazine-1-carboxylic acid tert-butyl ester